O[C@H](CC(=O)NC)C1=CC=CC=C1 (R)-3-hydroxy-N-methyl-3-phenylpropionamide